C(C)OC(CCC(=O)N1CC2=CC(=C(C(=C2C1)Cl)O)OC)=O 4-(4-chloro-5-hydroxy-6-methoxy-isoindolin-2-yl)-4-oxo-butanoic acid ethyl ester